C(C(C)C)C1=CC(=C(O1)C)C(=O)O 5-isobutyl-2-methylfuran-3-carboxylic acid